4-Iodo-N-prop-2-ynyl-benzenesulfonamide IC1=CC=C(C=C1)S(=O)(=O)NCC#C